OC1=CC=C(C(=O)NC2=CC=C(C=C2)C(NC2=CC(=CC=C2)C#CC2=NC=CC=C2)=O)C=C1 4-HYDROXY-N-(4-((3-(PYRIDIN-2-YLETHYNYL)PHENYL)CARBAMOYL)PHENYL)BENZAMIDE